C(#N)C(C(=O)OCC(CCCC)CC)=CC1=CC=C(C=C1)C1=CC=CC=C1 2-ethylhexyl α-cyano-p-phenylcinnamate